C(C)(C)(C)OC(=O)NC[C@H](CC(=O)OCC1=CC=CC=C1)CC(C)C benzyl (S)-3-(((tert-butoxycarbonyl) amino) methyl)-5-methylhexanoate